C(CC)S(=O)(=O)[O-].NC(S)=[NH2+] isothiouronium propanesulfonate salt